C(CC)S 1-propane-thiol